(R)-N-(1-(6,7-difluoro-1-oxo-1,2-dihydroisoquinolin-4-yl)ethyl)-2-(1H-indol-2-yl)-N-methylacetamide FC=1C=C2C(=CNC(C2=CC1F)=O)[C@@H](C)N(C(CC=1NC2=CC=CC=C2C1)=O)C